ClC=1C=C(OCCNC(=O)C=2C=NN(C2)CC=2N=C3N(C=C(C=C3)C3CC3)C2)C=CC1 N-(2-(3-chlorophenoxy)ethyl)-1-((6-cyclopropylimidazo[1,2-a]pyridin-2-yl)methyl)-1H-pyrazole-4-carboxamide